[Cu+].C(C)(C)(C)C1=NC=CC=N1 tert-butyl-pyrimidine copper (I)